N1CCC(CC1)CN1CCC(CC1)CNC(=O)C1=CC=CC=2NC(=NC21)C(C)C 2-isopropyl-1H-benzoimidazole-4-carboxylic acid (1-piperidin-4-ylmethylpiperidin-4-ylmethyl)amide